(2R,3R,E)-N-benzyl-3-methyl-5-phenyl-2-(p-tolyl)pent-4-enamide zinc isopropyl-n-butyl-dithio-phosphate C(C)(C)S(=P([S-])([O-])[O-])CCCC.[Zn+2].C(C1=CC=CC=C1)NC([C@H]([C@@H](\C=C\C1=CC=CC=C1)C)C1=CC=C(C=C1)C)=O.C(C)(C)S(=P([S-])([O-])[O-])CCCC.[Zn+2].[Zn+2]